(nitrophenyl)maleimide [N+](=O)([O-])C1=C(C=CC=C1)C=1C(=O)NC(C1)=O